(difluoromethyl)-5-fluorobenzyl-(methyl)carbamic acid tert-butyl ester C(C)(C)(C)OC(N(C)C(C1=CC=CC(=C1)F)C(F)F)=O